N1(C=[NH+]C=C1)CCOC(C(=C)C)=O 2-Imidazolium-1-ylethylmethacrylat